NC=1C=2N(C=CN1)C(=NC2C2=CC(=C(C=C2)NC(=O)NC2=CC(=C(C=C2)CN2CCN(CC2)C)C(F)(F)F)F)C(C)(C)O 1-(4-(8-amino-3-(2-hydroxypropan-2-yl)imidazo[1,5-a]pyrazin-1-yl)-2-fluorophenyl)-3-(4-((4-methylpiperazin-1-yl)methyl)-3-(trifluoromethyl)phenyl)urea